ClC1=C(C=C(C=C1)C1(CCN(C(O1)=O)C1=CC(=NN1CCOCC[Si](C)(C)C)C1=CC=NC=C1)C)F 6-(4-chloro-3-fluorophenyl)-6-methyl-3-(3-(pyridin-4-yl)-1-((2-(trimethylsilyl)ethoxy)ethyl)-1H-pyrazol-5-yl)-1,3-oxazinan-2-one